acryloxyethyl-methyldimethoxysilane C(C=C)(=O)OCC[Si](OC)(OC)C